2-(5-{[(2R,3S,5S)-2-fluoro-9-azabicyclo[3.3.1]nonan-3-yl](methyl)amino}pyrazin-2-yl)-5-(3-methyl-1H-pyrazol-5-yl)phenol F[C@@H]1C2CCC[C@@H](C[C@@H]1N(C=1N=CC(=NC1)C1=C(C=C(C=C1)C1=CC(=NN1)C)O)C)N2